C(C)OC(=O)C=1C(N(C2=NC=C(C=C2C1Cl)[N+](=O)[O-])C)=O ethyl-4-chloro-1-methyl-6-nitro-2-oxo-1,2-dihydro-1,8-naphthyridine-3-carboxylate